OC1(CCC(CC1)NC(O[C@@H]1C[C@@H](CC1)C1=CC(=NN1)NC(CC1=CC=C(C=C1)OC)=O)=O)C (1S,3R)-3-(3-{[(4-methoxyphenyl)acetyl]amino}-1H-pyrazol-5-yl)cyclopentyl (cis-4-hydroxy-4-methylcyclohexyl)carbamate